C(=O)(O)C(CN1C(=O)NC(=O)NC1=O)C (2-carboxypropyl)isocyanuric acid